1,1,1,3,7,7,7-heptamethyl-3,5,5-tris[(trimethylsilyl)oxy]tetrasiloxane C[Si](O[Si](O[Si](O[Si](C)(C)C)(O[Si](C)(C)C)O[Si](C)(C)C)(O[Si](C)(C)C)C)(C)C